C(=O)(OC(C)(C)C)N1[C@H](CCC1)C(=O)N Boc-D-prolinamide